FC=1C=2N(C=C(C1)C1=CC3=C(C=N1)N=C(S3)NC3CC1CCC(C3)N1C)C=C(N2)C 6-(8-Fluoro-2-methylimidazo[1,2-a]pyridin-6-yl)-N-[(3-exo)-8-methyl-8-azabicyclo[3.2.1]oct-3-yl][1,3]thiazolo[4,5-c]pyridin-2-amin